tert-butyl 3,3-dimethyl-4-(trifluoromethylsulfonyloxy)-2,6-dihydropyridine-1-carboxylate CC1(CN(CC=C1OS(=O)(=O)C(F)(F)F)C(=O)OC(C)(C)C)C